P(=O)(OC(C)(C)C)(OC(C)(C)C)OC=1C2=C(C=3[C@@H](CNC3C1)CCl)C=CC=C2 (S)-di-tert-butyl 1-(chloromethyl)-2,3-dihydro-1H-benzo[e]indol-5-yl phosphate